2-Oxo-imidazolidine-1,3,4-tricarboxylic acid (S)-3-benzyl ester 1-tert-butyl 4-methyl ester COC(=O)C1N(C(N(C1)C(=O)OC(C)(C)C)=O)C(=O)OCC1=CC=CC=C1